tert-butyl (4-(3-(aminomethyl)-4-methylphenoxy)butyl)carbamate NCC=1C=C(OCCCCNC(OC(C)(C)C)=O)C=CC1C